C(CCC)NC1=CC=C(C(=C1)C1=CC=CC=C1)C(=O)OC methyl 5-(butylamino)-[1,1'-biphenyl]-2-carboxylate